CC1=C(C(=O)O)C=CC(=C1)C#C[C@](CC)(COC(C)C)O.N[C@@H](CC(N)=O)C(=O)O |o1:12| Asparagin Methyl-(rel)-(R)-4-(3-hydroxy-3-(isopropoxy-methyl)pent-1-yn-1-yl)benzoate